COC(CCCCCCCCCC1C(C1)CCCCCCC(CCCCCCCCC)CN(C)C)=O methyl-10-(2-{7-[(dimethylamino)methyl]hexadecyl}cyclopropyl)decanoate